C1=C(C=CC2=CC(=CC=C12)C(=O)[O-])C(=O)[O-].[Ru+3].C1=C(C=CC2=CC(=CC=C12)C(=O)[O-])C(=O)[O-].C1=C(C=CC2=CC(=CC=C12)C(=O)[O-])C(=O)[O-].[Ru+3] ruthenium 2,6-naphthalenedicarboxylate